F[Pt] fluoro-platinum